CC=1NC(C=CC1S(=O)(=O)Cl)=O 2-Methyl-6-oxo-1,6-dihydropyridine-3-sulfonylchloride